COC(C=O)=O Glyoxylic acid methyl ester